NCC1=C(C=C(C=C1)C1=NC=NN2C1=CC(=C2)CCC(CN2CCC(CC2)C2=CC=C(NC1C(NC(CC1)=O)=O)C=C2)F)F 3-[4-[1-[4-[4-[4-(aminomethyl)-3-fluoro-phenyl]pyrrolo[2,1-f][1,2,4]triazin-6-yl]-2-fluoro-butyl]-4-piperidyl]anilino]piperidine-2,6-dione